C(CCCCCCC\C=C/CCCCCCCC)O.[Na] Sodium oleyl alcohol